(2S)-2-[[(3,5-Difluorophenyl)acetyl]amino]-N-[(3S)-1-methyl-2-oxo-5-phenyl-2,3-dihydro-1H-1,4-benzodiazepin-3-yl]propanamide FC=1C=C(C=C(C1)F)CC(=O)N[C@H](C(=O)N[C@@H]1C(N(C2=C(C(=N1)C1=CC=CC=C1)C=CC=C2)C)=O)C